7-methyl-2-((4-methyl-6-(1-methyl-1H-pyrazol-4-yl)pyridin-3-yl)amino)-9-(spiro[2.5]octane-6-yl)-7,9-dihydro-8H-purin-8-one CN1C(N(C2=NC(=NC=C12)NC=1C=NC(=CC1C)C=1C=NN(C1)C)C1CCC2(CC2)CC1)=O